2-[6-cyano-5-[(piperidin-4-yl)amino]-pyridin-3-yl]amino-6-oxo-(5H)-pyrido[3,2-d]pyrimidine hydrochloride Cl.C(#N)C1=C(C=C(C=N1)NC=1N=CC2=C(N1)C=CC(N2)=O)NC2CCNCC2